N1(CCCCC1)S(=O)(=O)C1=CC=C(C=C1)B(O)O 4-(PIPERIDIN-1-YLSULFONYL)PHENYLBORONIC ACID